2-(4-methylpiperazin-1-yl)ethyl ((3S,5R,8R,9S,10S,13R,14S,17R)-14-hydroxy-10,13-dimethyl-17-(2-oxo-2H-pyran-5-yl)hexadecahydro-1H-cyclopenta[a]phenanthren-3-yl)(methyl)carbamate O[C@]12[C@@H]3CC[C@@H]4C[C@H](CC[C@@]4([C@H]3CC[C@@]2([C@H](CC1)C=1C=CC(OC1)=O)C)C)N(C(OCCN1CCN(CC1)C)=O)C